N-(5,5-dimethyl-3-oxocyclohex-1-en-1-yl)-4-methylbenzamide CC1(CC(C=C(C1)NC(C1=CC=C(C=C1)C)=O)=O)C